N-methoxy-N-methyl-2-(trifluoromethyl)pyridine-5-carboxamide CON(C(=O)C=1C=CC(=NC1)C(F)(F)F)C